CC1(OB(OC1(C)C)C1=CC=CC=2C3=C(OC21)C=C2C1=CC=CC=C1C=CC2=C3)C 4,4,5,5-tetramethyl-2-(phenanthro[3,2-b]benzofuran-11-yl)-1,3,2-dioxaborolane